C(CCC)C=1C=C(C)C=CC1S(=O)(=O)[O-] 3-butyl-p-toluenesulfonate